3-[4-(7H-pyrrolo[2,3-d]pyrimidin-4-yl)pyrazol-1-yl]propanenitrile N1=CN=C(C2=C1NC=C2)C=2C=NN(C2)CCC#N